1-(3-chloropropyl)-benzimidazole ClCCCN1C=NC2=C1C=CC=C2